(1R)-1,5-dimethyl-8-azabicyclo[3.2.1]octan C[C@@]12CCCC(CC1)(N2)C